3-(Benzylmethoxy)benzaldehyde C(C1=CC=CC=C1)COC=1C=C(C=O)C=CC1